9,9-bis(4-cyanophenyl)fluorene cyanate [O-]C#N.C(#N)C1=CC=C(C=C1)C1(C2=CC=CC=C2C=2C=CC=CC12)C1=CC=C(C=C1)C#N